2-(diethylaminomethyldiethoxysilyl)styrene C(C)N(CC)C[Si](C1=C(C=C)C=CC=C1)(OCC)OCC